4-(4-aminopiperidin-1-yl)-3-(6,7-difluoro-1H-1,3-benzodiazol-2-yl)-5-(3-fluoro-5-methylphenyl)pyridin-2-amine NC1CCN(CC1)C1=C(C(=NC=C1C1=CC(=CC(=C1)C)F)N)C1=NC2=C(N1)C(=C(C=C2)F)F